tert-butyl (1-(6-bromo-3-cyanopyrazolo[1,5-a]pyridin-4-yl)piperidin-4-yl)carbamate BrC=1C=C(C=2N(C1)N=CC2C#N)N2CCC(CC2)NC(OC(C)(C)C)=O